C1(CC1)N(C1=NC(=NC=2N1N=CC2C#N)S(=O)(=O)C)CC2=CC=C(C=C2)OC 4-(Cyclopropyl(4-methoxybenzyl)amino)-2-(methylsulfonyl)pyrazolo[1,5-a][1,3,5]triazine-8-carbonitrile